6-((2-((3R,4R)-3-Amino-4-fluoropiperidin-1-yl)-6-chloro-3H-imidazo[4,5-b]pyridin-3-yl)methyl)nicotinonitril N[C@@H]1CN(CC[C@H]1F)C1=NC=2C(=NC=C(C2)Cl)N1CC1=NC=C(C#N)C=C1